sodium (3S,5R,E)-7-(3-(4-fluorophenyl)-1-isopropyl-5-methyl-1H-indol-2-yl)-3,5-dihydroxyhept-6-enoate FC1=CC=C(C=C1)C1=C(N(C2=CC=C(C=C12)C)C(C)C)/C=C/[C@@H](C[C@@H](CC(=O)[O-])O)O.[Na+]